2,2-dimethyl-1,6-dihydrodipyrrolo[2,3-b:2',3'-d]Pyridin-3(2H)-one CC1(C(C=2C(=C3C(=NC2)NC=C3)N1)=O)C